methyl (3R)-1-[(1r,4r)-4-{[4-(2,6-dioxopiperidin-3-yl)pyridin-2-yl]amino}cyclohexanecarbonyl]pyrrolidine-3-carboxylate O=C1NC(CCC1C1=CC(=NC=C1)NC1CCC(CC1)C(=O)N1C[C@@H](CC1)C(=O)OC)=O